1-methyl-5-oxopyrrolidine-3-carboxylic acid CN1CC(CC1=O)C(=O)O